4-ethoxy-3-(pyridin-4-yl)but-3-en-2-one C(C)OC=C(C(C)=O)C1=CC=NC=C1